((1-aminocyclobutyl)methoxy)-2,2-difluoro-7-(trifluoromethylsulfanyl)-2,3-dihydro-1H-inden-1-ol NC1(CCC1)COC1(C(CC2=CC=CC(=C12)SC(F)(F)F)(F)F)O